COC1=CC=C(C=C1)CN1N=C2N=C(C(=CC2=C1)N1N=C(C(=C1C)C(C)C)C=1C2=CN(N=C2C=CC1)C[C@H](O)C1=CC=CC=C1)C (1R)-2-[4-(1-{2-[(4-methoxyphenyl)methyl]-6-methyl-2H-pyrazolo[3,4-b]pyridin-5-yl}-5-methyl-4-(propan-2-yl)-1H-pyrazol-3-yl)-2H-indazol-2-yl]-1-phenylethan-1-ol